C(C)(C)(C)OC(=O)O[C@@H]1[C@H]([C@H](N(C1)C(=O)OC(C)(C)C)CC1=CC=C(C=C1)C=1SC(=CC1)Cl)OC(=O)OC1=CC=C(C=C1)[N+](=O)[O-] tert-butyl (2R,3S,4S)-4-[(tert-butoxycarbonyl)oxy]-2-{[4-(5-chlorothiophen-2-yl)phenyl]methyl}-3-[(4-nitrophenoxycarbonyl)oxy]pyrrolidine-1-carboxylate